ClC1=CC=C2C(=N1)N(N=C2C(=O)O)C2OCCCC2 6-chloro-1-(tetrahydro-2H-pyran-2-yl)-1H-pyrazolo[3,4-b]pyridine-3-carboxylic acid